C(C1=CC=CC=C1)OC1=CC=C2CCCC3(CCC=4C(=NC(=NC4C3)OC[C@H]3N(CCC3)C(C)C)N3[C@H]4CNC[C@@H]3CC4)C2=C1 7-(benzyloxy)-4'-((1R,5S)-3,8-diazabicyclo[3.2.1]octan-8-yl)-2'-(((S)-1-isopropylpyrrolidin-2-yl)methoxy)-3,4,5',8'-tetrahydro-2H,6'H-spiro[naphthalene-1,7'-quinazoline]